F[C@H]1[C@@H]2CC[C@H](C[C@H]1N(C=1N=CC(=NC1)C1=C(C=C(C=C1)C=1C=NN(C1)C)O)C)N2 2-(5-(((1S,2S,3R,5R)-2-fluoro-8-azabicyclo[3.2.1]octan-3-yl)(methyl)amino)pyrazin-2-yl)-5-(1-methyl-1H-pyrazol-4-yl)phenol